tert-butyl 6-chloro-4-iodo-1,3-dihydroisoindole-2-carboxylate ClC1=CC(=C2CN(CC2=C1)C(=O)OC(C)(C)C)I